FC=1C=C(C=C(C1[C@H]1N([C@@H](CC2=C1NC1=CC=CC=C21)C)CC(C)(C)F)F)NC2CN(C2)CCCF N-(3,5-difluoro-4-((1R,3R)-2-(2-fluoro-2-methylpropyl)-3-methyl-2,3,4,9-tetrahydro-1H-pyrido[3,4-b]indol-1-yl)phenyl)-1-(3-fluoropropyl)azetidin-3-amine